cinnamyl-(Cinnamyl) chloride C(C=CC1=CC=CC=C1)C(C=CC1=CC=CC=C1)Cl